(E)-2,4-difluoro-N-(2-methoxy-5-(4-(1-(4-oxopent-2-enoyl)piperidin-4-yl)quinazolin-6-yl)pyridin-3-yl)benzenesulfonamide FC1=C(C=CC(=C1)F)S(=O)(=O)NC=1C(=NC=C(C1)C=1C=C2C(=NC=NC2=CC1)C1CCN(CC1)C(\C=C\C(C)=O)=O)OC